BrC=1C(=CC2=C(C=C(O2)C)C1)F 5-bromo-6-fluoro-2-methyl-1-benzofuran